2-(4-chloro-5-(trifluoromethyl)-7H-pyrrolo[2,3-d]pyrimidin-7-yl)isonicotinonitrile ClC=1C2=C(N=CN1)N(C=C2C(F)(F)F)C=2C=C(C#N)C=CN2